4-amino-2-(3-(2-((1,5-dimethyl-1H-pyrazol-3-yl)amino)-5-methylpyrimidin-4-yl)-1H-indol-7-yl)isoindolin-1-one NC1=C2CN(C(C2=CC=C1)=O)C=1C=CC=C2C(=CNC12)C1=NC(=NC=C1C)NC1=NN(C(=C1)C)C